tert-butyl (R)-(1-(5-(methoxy(methyl)carbamoyl)pyrimidin-2-yl)piperidin-3-yl)carbamate CON(C(=O)C=1C=NC(=NC1)N1C[C@@H](CCC1)NC(OC(C)(C)C)=O)C